BrC1=CC=C(C=C1)P(=O)(C=C)C=C 1-bromo-4-divinylphosphoryl-benzene